ClC1=NC=C(C(=N1)C1=CC=2C3=C(C=NC2C=C1)N(N=C3C)C3OCCCC3)Cl 8-(2,5-dichloropyrimidin-4-yl)-1-methyl-3-(tetrahydro-2H-pyran-2-yl)-3H-pyrazolo[3,4-c]quinoline